3,5-dibromosalicyl succinate C(CCC(=O)[O-])(=O)OCC=1C(O)=C(C=C(C1)Br)Br